CCCC(CCCC)O 4-OCTANOL